C1(CCC1)C1=CC(=NN1)NC1=NC(=NC=C1)N1C2CC(C1)(C2)CN(C(OCC2=CC=CC=C2)=O)C benzyl N-[[2-[4-[(5-cyclobutyl-1H-pyrazol-3-yl) amino] pyrimidin-2-yl]-2-azabicyclo[2.1.1]hex-4-yl] methyl]-N-methyl-carbamate